COPPER silicon dioxide [Si](=O)=O.[Cu]